C(C)(C)(C)C=1C=C2C=3C=CC=CC3NC2=CC1 6-tert-butylcarbazole